CN(C(=O)NC1=CC=C(C=C1)C(C)C)C N,N-dimethyl-N'-[4-(1-methylethyl)phenyl]urea